tert-butyl (2S,4S)-4-(((benzyloxy)carbonyl)amino)-2-(cyanomethyl)piperidine-1-carboxylate C(C1=CC=CC=C1)OC(=O)N[C@@H]1C[C@H](N(CC1)C(=O)OC(C)(C)C)CC#N